FC=1C=CC(=NC1)NC1=NC=C(C(=O)NOC)C(=C1)NC1=C(C=CC=C1)N(S(=O)(=O)C)C 6-((5-fluoropyridin-2-yl)-amino)-N-methoxy-4-((2-(N-methyl-methanesulfonamido)-phenyl)amino)nicotinamide